C(C)(C)(C)OC(=O)N[C@H](C(=O)O)CC1=CNC2=C(C=CC=C12)C(C)C (S)-2-((tert-butoxycarbonyl)amino)-3-(7-isopropyl-1H-indol-3-yl)propionic acid